FC=1C=C(C=CC1F)N(C(/C=C/C(=O)OCC)=O)CCN(C)C Ethyl (E)-4-((3,4-difluorophenyl) (2-(dimethylamino) ethyl) amino)-4-oxobut-2-enoate